ClC1=CC=C(C=C1)C1=CC2=C(N=CN(C2=O)C2CCC(CC2)O)C(=N1)C=1C=NN(C1)C 6-(4-Chlorophenyl)-3-((1r,4r)-4-hydroxycyclohexyl)-8-(1-methyl-1H-pyrazol-4-yl)pyrido[3,4-d]pyrimidin-4(3H)-one